(S)-2-Methyl-5-(2-(methylamino)propoxy)-N-(1-(7-(2-methylthiazol-5-yl)quinolin-5-yl)cyclopropyl)benzamide CC1=C(C(=O)NC2(CC2)C2=C3C=CC=NC3=CC(=C2)C2=CN=C(S2)C)C=C(C=C1)OC[C@H](C)NC